C(C)(C)(C)OC(=O)N(C(OC(C)(C)C)=O)CC=1N=NC(=CC1)C1=C(C=C(C=C1C)C(F)(F)F)OCOCC tert-butyl N-tert-butoxycarbonyl-N-[[6-[2-(ethoxymethoxy)-6-methyl-4-(trifluoromethyl)phenyl]pyridazin-3-yl]methyl]carbamate